[Si](C)(C)(C(C)(C)C)OCC1(CN2C(O1)=C(C=N2)S(=O)(N)=NC(C2=CC=CC=C2)(C2=CC=CC=C2)C2=CC=CC=C2)C 2-(((tert-butyldimethylsilyl)oxy)methyl)-2-methyl-N'-trityl-2,3-dihydropyrazolo[5,1-b]oxazole-7-sulfonimidamide